COC(=O)C1C2CCC(C1N)CC2.COCOC dimethoxymethane methyl-(+/-)-trans-3-aminobicyclo[2.2.2]octane-2-carboxylate